1-(1-(6-Chloro-1-(6-methoxypyridin-3-yl)-1H-indazol-3-yl)ethyl)-3-methyl-1H-pyridine ClC1=CC=C2C(=NN(C2=C1)C=1C=NC(=CC1)OC)C(C)N1CC(=CC=C1)C